C(C=C)OC[C@@H](C=1N(C=C(N1)C=1C(=NC2=CC=CC=C2C1)OC)COCC[Si](C)(C)C)NC(OC(C)(C)C)=O (R)-tert-butyl (2-(allyloxy)-1-(4-(2-methoxyquinolin-3-yl)-1-((2-(trimethylsilyl)ethoxy)methyl)-1H-imidazol-2-yl)ethyl)carbamate